1-tert-butyl N-Fmoc-D-glutamate C(=O)(OCC1C2=CC=CC=C2C2=CC=CC=C12)N[C@H](CCC(=O)[O-])C(=O)OC(C)(C)C